OC1=C(C(=O)C2=CC=CC=C2)C=CC(C1)(C)OC 2-hydroxy-4-methoxy-4-methylbenzophenone